N-vinylcyclohexylamine C(=C)NC1CCCCC1